2-(6-{[(1r,3s,5s)-1,5-dimethyl-8-azabicyclo[3.2.1]oct-3-yl]oxy}pyridazin-3-yl)-5-(2H-1,2,3-triazol-2-yl)pyridin-3-ol dihydrochloride Cl.Cl.C[C@]12CC(C[C@](CC1)(N2)C)OC2=CC=C(N=N2)C2=NC=C(C=C2O)N2N=CC=N2